C(C1=CC=CC=C1)OC1=C(C=C(C=C1)C1(CCC1)C#N)[N+](=O)[O-] 1-(4-(benzyloxy)-3-nitrophenyl)cyclobutane-1-carbonitrile